FC1=CC=C(OCC=2N=C3N(C=C(C=N3)C=3C=NC(=CC3)F)C2)C=C1 2-[(4-fluorophenoxy)methyl]-6-(6-fluoro-3-pyridinyl)imidazo[1,2-a]pyrimidine